4-chloro-2-morpholino-5H-pyrrolo[2,3-d]pyrimidin-7(6H)-ylpiperidine-1-carboxylate ClC=1C2=C(N=C(N1)N1CCOCC1)N(CC2)C2N(CCCC2)C(=O)[O-]